C(C)C=1C(=NC(=NC1)S(=O)(=O)C)C1=NN(C2=NC=CC=C21)C(C2=CC=CC=C2)(C2=CC=CC=C2)C2=CC=CC=C2 3-(5-ethyl-2-methylsulfonyl-pyrimidin-4-yl)-1-trityl-pyrazolo[3,4-b]pyridine